BrC1(N=CNC1)Br 4,4-dibromo-1H-imidazole